1-isopropyl-5-(4-methoxy-3-pyridinyl)-N-[(3R)-tetrahydrofuran-3-yl]pyrazolo[4,3-b]pyridin-7-amine C(C)(C)N1N=CC2=NC(=CC(=C21)N[C@H]2COCC2)C=2C=NC=CC2OC